CC1(NC(N(C1)CC1(CCC2(OCCO2)CC1)C)=O)C 4,4-dimethyl-1-((8-methyl-1,4-dioxaspiro[4.5]decan-8-yl)methyl)imidazolidin-2-one